N1=C(C=CC=C1)[C@H]1[C@@H](CCCC1)O (1R,2S)-2-pyridin-2-yl-cyclohexanol